2H,3H,4H-pyrido[3,2-b][1,4]oxazin-8-amine O1C2=C(NCC1)N=CC=C2N